BrC1=C(C=CC(=C1)F)C1OCCCC1O (2-bromo-4-fluorophenyl)tetrahydro-2H-pyran-3-ol